tert-Butyl 4-[4-[4-[2-(3,5-difluoro-2-pyridyl)-2-methoxy-ethoxy]-3-fluoro-pyrazolo[1,5-a]pyridine-6-yl]-5-methyl-triazol-1-yl]piperidine-1-carboxylate FC=1C(=NC=C(C1)F)C(COC=1C=2N(C=C(C1)C=1N=NN(C1C)C1CCN(CC1)C(=O)OC(C)(C)C)N=CC2F)OC